6-nitroveratroloxyamide [N+](=O)([O-])C=1C=CC=C(C1OC)OCO[NH-]